NC=1N=CSC1C(C1=CC=C(C=C1)OC(C(=O)N)C)=O 4-amino-5-[4-[2-amino-1-methyl-2-oxo-ethoxy]benzoyl]thiazol